C(C)(C)(C)C1=NN(C(=C1C=O)Cl)CC1=CC=C(C=C1)OC 3-(tert-butyl)-5-chloro-1-(4-methoxybenzyl)-1H-pyrazole-4-carbaldehyde